COC(C(=O)N(CC1=C(C(=CC(=C1)F)F)F)C)(C)C 2-methoxy-N,2-dimethyl-N-(2,3,5-trifluorobenzyl)propanamide